triethylene glycol bis(3-(3-tert-butyl-4-hydroxy-5-methylphenyl) propionate) C(C)(C)(C)C=1C=C(C=C(C1O)C)CCC(=O)OCCOCCOCCOC(CCC1=CC(=C(C(=C1)C)O)C(C)(C)C)=O